COC=1C=2N(C=CC1)N=CC2C 4-methoxy-3-methylpyrazolo[1,5-a]pyridin